benzyl (3S)-3-[(4-methylbenzenesulfonyl)oxy]pyrrolidine-1-carboxylate CC1=CC=C(C=C1)S(=O)(=O)O[C@@H]1CN(CC1)C(=O)OCC1=CC=CC=C1